OC1CCN(CC1)C=O (4-hydroxy-piperidin-1-yl)-methanone